C(C1=CC=CC=C1)N(C=1N(C(C(=C(N1)C(=O)NC=1C=NOC1)O)=O)C)CC 2-(benzyl(ethyl)amino)-5-hydroxy-N-(isoxazol-4-yl)-1-methyl-6-oxo-1,6-dihydropyrimidine-4-carboxamide